hexafluoropropanedisulfonamide FC(C(C(S(=O)(=O)N)(F)F)(F)F)(S(=O)(=O)N)F